C1(CC1)CC(=O)CC1CC1 1-cyclopropylmethylketone